2-[1-[2,6-difluoro-4-(6-isopentylpyrazin-2-yl)phenyl]-4-piperidinyl]acetic acid FC1=C(C(=CC(=C1)C1=NC(=CN=C1)CCC(C)C)F)N1CCC(CC1)CC(=O)O